C1(CC1)CCP(C)C (cyclopropylmethyl)trimethylphosphine